3-benzyl-4-bromo-2-methyl-6-nitro-1H-benzo[d]imidazole C(C1=CC=CC=C1)N1C(NC2=C1C(=CC(=C2)[N+](=O)[O-])Br)C